ClC=1SC2=NC=CC=C2N1 2-chloro-[1,3]Thiazolo[5,4-b]Pyridine